BrCCCOC1=CC2=C(C(N3[C@H](C(N2COCC[Si](C)(C)C)=O)C[C@H](C3)O)=O)C=C1OC (2R,11aS)-8-(3-Bromopropoxy)-2-hydroxy-7-methoxy-10-{[2-(trimethylsilyl)ethoxy]methyl}-2,3-dihydro-1H-pyrrolo[2,1-c][1,4]benzodiazepin-5,11(10H,11aH)-dione